ClC=1C=C(C=NC1Cl)C1=CNC=2N=CN(C(C21)=O)CC(=O)N2CC(CC2)F 5-(5,6-dichloropyridin-3-yl)-3-(2-(3-fluoropyrrolidin-1-yl)-2-oxoethyl)-3H-pyrrolo[2,3-d]pyrimidin-4(7H)-one